FC(C=1C(=NNC1)C(=N)N)(F)F 4-(trifluoromethyl)pyrazolecarboxamidine